4-methyl-1,4-diazepane-1-carboxamide CN1CCN(CCC1)C(=O)N